O=C1C(=C(C1=O)NC1=C(C(=NC=C1)C(=O)N(C)C(C)C)O)NC1C(CCC=2N=C(SC21)C)(C)C 4-((3,4-dioxo-2-((2,6,6-trimethyl-4,5,6,7-tetrahydrobenzo[d]thiazol-7-yl)amino)cyclobut-1-en-1-yl)amino)-3-hydroxy-N-isopropyl-N-methylpicolinamide